F[C@H]1C[C@H](N2N=C(N=C21)SC2(CC2)C(=O)N)C2=CC=CC=C2 1-[[(5S,7S)-7-fluoro-5-phenyl-6,7-dihydro-5H-pyrrolo[1,2-b][1,2,4]triazol-2-yl]thio]cyclopropanecarboxamide